BrC=1C(=C(C=C(C1)C)C(CC(=O)C1(CC1)C1=CC=CC=C1)=O)O 1-(3-Bromo-2-hydroxy-5-methyl-phenyl)-3-(1-phenylcyclopropyl)propane-1,3-dione